C(C)(C)[C@@H]1[C@H](C1)C1=CC(=NN(C1=C=O)CC)C=1C(NC(NC1)=O)=O 5-(5-((1S,2R)-2-isopropylcyclopropyl)-1-ethyl-6-Carbonyl-1,6-dihydropyridazin-3-yl)pyrimidine-2,4(1H,3H)-dione